4-(trifluoromethyl)pyridine-3-carbaldehyde FC(C1=C(C=NC=C1)C=O)(F)F